bis(prop-2-enyl) 6-methylcyclohex-3-ene-1,2-dicarboxylate CC1CC=CC(C1C(=O)OCC=C)C(=O)OCC=C